NCCCC(=O)NC1=CC(=C(C(=O)OC(F)F)C=C1)C#CCN difluoromethyl 4-(4-aminobutanamido)-2-(3-aminoprop-1-yn-1-yl)benzoate